3-oxoimidazo[1,5-a]pyridine O=C1NC=C2N1C=CC=C2